N-(4-(4-amino-7-cyano-3-(3-fluoro-4-((1-methyl-1H-pyrazol-3-yl)oxy)phenyl)-1-methyl-1H-pyrrolo[3,2-c]pyridin-2-yl)phenyl)acrylamide NC1=NC=C(C2=C1C(=C(N2C)C2=CC=C(C=C2)NC(C=C)=O)C2=CC(=C(C=C2)OC2=NN(C=C2)C)F)C#N